tert-butyl (2-(3-iodo-1-(tetrahydro-2H-pyran-2-yl)-1H-pyrazolo[3,4-b]pyrazin-6-yl)-2-azaspiro[4.4]nonan-6-yl)carbamate IC1=NN(C2=NC(=CN=C21)N2CC1(CC2)C(CCC1)NC(OC(C)(C)C)=O)C1OCCCC1